4-((S)-2-(4-chloro-2-fluorophenyl)-2-methylbenzo[d][1,3]dioxol-4-yl)-1-((5-iodo-4-methyl-1-(((S)-oxetan-2-yl)methyl)-1H-imidazol-2-yl)methyl)piperidine ClC1=CC(=C(C=C1)[C@@]1(OC2=C(O1)C=CC=C2C2CCN(CC2)CC=2N(C(=C(N2)C)I)C[C@H]2OCC2)C)F